COC(=O)C1(CCCCC1)N1N=C2C=C(C=CC2=C1)CC (6-ethylindazol-2-yl)cyclohexanecarboxylic acid methyl ester